FC(OC1=C(C=C(CN(C2=C(C(=NC=N2)NC[C@@H]2[C@H](CN(CC2)CC(=O)N)O)F)C)C=C1)OC)F ((3R,4R)-4-(((6-((4-(difluoromethoxy)-3-methoxybenzyl)(methyl)amino)-5-fluoropyrimidin-4-yl)amino)methyl)-3-hydroxypiperidin-1-yl)acetamide